C(C)NC=1C=C(C=C(C1)C1(CC(C1)C)C1=NN=CN1C)N1C(C2=CC(=CC(=C2C1)C(F)(F)F)CNC1(CCC1)C)=O 2-(3-(ethylamino)-5-((1s,3s)-3-methyl-1-(4-methyl-4H-1,2,4-triazol-3-yl)cyclobutyl)phenyl)-6-(((1-methylcyclobutyl)amino)methyl)-4-(trifluoromethyl)-isoindolin-1-one